C(C)(C)(C)N(C(O)=O)C1CCC(CC1)OC1=C(C(=C(C=C1)C#N)Cl)C.FC1=C(C=C(C(=O)N[C@@H]2[C@H](CCCC2)O)C=C1)C=O 4-fluoro-3-formyl-N-[(1s,2s)-2-hydroxycyclohexyl]benzamide tert-Butyl-((1r,4r)-4-(3-Chloro-4-cyano-2-methylphenoxy)cyclohexyl)carbamate